6-bromo-7-hydroxy-3-methylcoumarin-4-ylmethyl-cysteine BrC=1C=C2C(=C(C(OC2=CC1O)=O)C)CN[C@@H](CS)C(=O)O